CSC(=N)C1CC2(CN(C2)C(=O)OC(C)(C)C)C1 Tert-Butyl 6-(methylsulfanylcarbonimidoyl)-2-azaspiro[3.3]heptane-2-carboxylate